tetraisopropyl-bis-aminodiphenylmethane C(C)(C)C=1C(=C(C(=C(C1)C(C1=CC=CC=C1)(N)N)C(C)C)C(C)C)C(C)C